ClC1=NC(=CC=2N=CNC(C21)=O)Cl 5,7-dichloropyrido[4,3-d]pyrimidin-4(3H)-one